FC1=C(C=C(C=C1)F)C=1NCCC1 2-(2,5-difluorophenyl)pyrroline